CC1(OB(OC1(C)C)C=1C=NN(C1)CCO)C 4-(4,4,5,5-tetramethyl-1,3,2-dioxaborolan-2-yl)-1H-pyrazole-1-ethanol